BrC1=C(C(=O)OCC)C(=CC=C1)C ethyl 2-bromo-6-methylbenzoate